O[C@H]1[C@H](CC1)N1CCC2=C1N=NC(=C2)C2=C(C=C(C=C2C)C(F)(F)F)O 2-(7-((1S,2R)-2-hydroxycyclobutyl)-6,7-dihydro-5H-pyrrolo[2,3-c]pyridazin-3-yl)-3-methyl-5-(trifluoromethyl)phenol